ClC1=C2C(N(C=NC2=CC=C1[Na])CCOC)=O [5-chloro-3-(2-methoxyethyl)-4-oxo-quinazolin-6-yl]sodium